2-(5-hydroxy-1H-indol-3-yl)acetamide OC=1C=C2C(=CNC2=CC1)CC(=O)N